ethyl 2-bromo-3-oxo-3-pyridin-2-ylpropanoate hydrobromide salt Br.BrC(C(=O)OCC)C(C1=NC=CC=C1)=O